7-(Oxetan-3-yl)-7-azaspiro[3.5]nonan-2-yl(8-amino-7-fluoro-6-(8-methyl-2,3-dihydro-1H-pyrido[2,3-b][1,4]oxazin-7-yl)isoquinolin-3-yl)carbamate O1CC(C1)N1CCC2(CC(C2)N(C([O-])=O)C=2N=CC3=C(C(=C(C=C3C2)C2=C(C3=C(OCCN3)N=C2)C)F)N)CC1